N-(5-(ethylthio)-1,3,4-thiadiazol-2-yl)-N-methyl-2-((4-oxo-1-phenyl-4,5-dihydro-1H-pyrazolo[3,4-d]pyrimidin-6-yl)thio)acetamide C(C)SC1=NN=C(S1)N(C(CSC=1NC(C2=C(N1)N(N=C2)C2=CC=CC=C2)=O)=O)C